(R)-1-(2-{[1-(2,2-difluoroethyl)-1H-pyrazol-4-yl]sulfonyl}-2H,4H,5H,6H-pyrrolo[3,4-c]pyrazole-5-carbonyl)-1,2,3,4-tetrahydroisoquinolin-3-one FC(CN1N=CC(=C1)S(=O)(=O)N1N=C2C(=C1)CN(C2)C(=O)[C@@H]2NC(CC1=CC=CC=C21)=O)F